NC1=C2C(=NC=N1)N(N=C2C2=NOC(=C2C=2N=CN(C2)C2CCN(CC2)C(=O)OC(C)(C)C)C2CC2)C(C)C tert-butyl 4-[4-[3-(4-amino-1-isopropyl-pyrazolo[3,4-d]pyrimidin-3-yl)-5-cyclopropyl-isoxazol-4-yl]imidazol-1-yl]piperidine-1-carboxylate